(3-amino-6-(azetidin-1-yl)-1H-pyrazolo[3,4-b]pyridin-1-yl)(2-methoxyphenyl)methanone NC1=NN(C2=NC(=CC=C21)N2CCC2)C(=O)C2=C(C=CC=C2)OC